NC=1NC(C(=C(N1)Cl)C=O)Cl 2-amino-4,6-dichloro-1,6-dihydropyrimidine-5-carbaldehyde